5-(pyrrol-2-yl)pyridine N1C(=CC=C1)C=1C=CC=NC1